(4aS,8aR)-4a-(2-thiophenyl)octahydro-2H-benzo[b][1,4]oxazine S1C(=CC=C1)[C@]12[C@H](OCCN1)CCCC2